[Br-].C(C)OC(C[N+]1=CNC=C1)=O 3-(2-ethoxy-2-oxo-ethyl)-1H-imidazol-3-ium bromide